cyclopentyl-2-methyl-5-(5-methyl-4H-1,2,4-triazol-3-yl)benzoic acid C1(CCCC1)C=1C(=C(C(=O)O)C=C(C1)C1=NN=C(N1)C)C